(Z)-1-(3-(2-(ethoxymethyl)-5-methylphenyl)-4-oxothiazolidin-2-ylidene)-3-(2-fluoro-4-(1-(4-(2,2,2-trifluoroethoxy)phenyl)-1H-1,2,4-triazol-3-yl)phenyl)urea C(C)OCC1=C(C=C(C=C1)C)N1/C(/SCC1=O)=N/C(=O)NC1=C(C=C(C=C1)C1=NN(C=N1)C1=CC=C(C=C1)OCC(F)(F)F)F